7-chloro-8-(2-fluoro-6-methoxyphenyl)-3-nitro-N-propylimidazo[1,2-a]pyridine-2-carboxamide ClC1=C(C=2N(C=C1)C(=C(N2)C(=O)NCCC)[N+](=O)[O-])C2=C(C=CC=C2OC)F